C(C)C1=C(C=CC2=C1C(=C(O2)C(=O)O)C)S(N(CC)C2=C(C=CC(=C2)N(CCC)CC)CN(CC=2OC=CC2)C(C2=C(C=CC=C2)Cl)=O)(=O)=O Ethyl-5-(N-(2-((2-chloro-N-(furan-2-ylmethyl)benzoylamino)methyl)-5-(ethyl(propyl)amino)phenyl)-N-Ethylsulfamoyl)-3-methylbenzofuran-2-carboxylic acid